tert-butyl 4-{5-[1-(4-fluorophenyl)ethyl]pyrimidin-2-yl}piperazine-1-carboxylate FC1=CC=C(C=C1)C(C)C=1C=NC(=NC1)N1CCN(CC1)C(=O)OC(C)(C)C